C1(CCC1)C=1C(=NN(C1C)CC1=CC=C(C=C1)F)NC(CC(C(F)(F)F)(C)C)=O N-(4-cyclobutyl-1-(4-fluorobenzyl)-5-methyl-1H-pyrazol-3-yl)-4,4,4-trifluoro-3,3-dimethylbutanamide